3-{4-[(6,7-dimethoxy-4-quinolinyl)oxy]-2-methylcyclohexyl}-1-[5-(trifluoromethyl)-3-pyridinyl]-2,4-imidazolidinedione COC=1C=C2C(=CC=NC2=CC1OC)OC1CC(C(CC1)N1C(N(CC1=O)C=1C=NC=C(C1)C(F)(F)F)=O)C